(4-(benzo[b]thiophen-4-yl)-1-(4-((2-oxo-1,2-dihydroquinolin-7-yl)oxy)butyl)piperazin-1-ium-1-yl)methyl(((cyclohexanecarbonyl)oxy)methyl) phosphate P(=O)(OC(OC(=O)C1CCCCC1)C[N+]1(CCN(CC1)C1=CC=CC=2SC=CC21)CCCCOC2=CC=C1C=CC(NC1=C2)=O)([O-])[O-]